NC1=CC=C(C=C1)CC(=O)N1CCC(CC1)C1=CC=C(NC2CC(NC(C2)=O)=O)C=C1 4-[4-[1-[2-(4-aminophenyl)acetyl]-4-piperidinyl]anilino]piperidine-2,6-dione